Tert-butyl-4-(4-(4-fluorobenzyl)-1,2,3,4-tetrahydroquinoxaline-1-carboxamido)piperidine C(C)(C)(C)N1CCC(CC1)NC(=O)N1CCN(C2=CC=CC=C12)CC1=CC=C(C=C1)F